Methyl 5-(7-(difluoromethyl)-1'-methyl-2'-oxo-1',2',3,3',4,4'-hexahydro-2H-[1,7'-biquinolin]-6-yl)picolinate FC(C1=C(C=C2CCCN(C2=C1)C1=CC=C2CCC(N(C2=C1)C)=O)C=1C=CC(=NC1)C(=O)OC)F